FC(COC1=NC=C(C=N1)C=1C=CC(NN1)=O)(F)F 6-(2-(2,2,2-trifluoroethoxy)pyrimidin-5-yl)pyridazine-3(2H)-one